ClC1=CC(=C(C=C1)COC1=NC=2CN(CCC2C=C1C(F)(F)F)C(=O)OC(C)(C)C)F tert-butyl 2-[(4-chloro-2-fluorophenyl) methoxy]-3-(trifluoromethyl)-6,8-dihydro-5H-1,7-naphthyridine-7-carboxylate